2,4-difluorophenylpyrrole FC1=C(C=CC(=C1)F)C=1NC=CC1